Cl.Cl.NCC=1C=CC2=C(NC(=N2)N)C1 6-(aminomethyl)-1H-benzo[d]imidazol-2-amine dihydrochloride